4-(3-(trifluoromethyl)pyridazin-4-yl)piperidine-1-carboxylic acid tert-butyl ester C(C)(C)(C)OC(=O)N1CCC(CC1)C1=C(N=NC=C1)C(F)(F)F